1-(3,5-difluorophenyl)-3-(3-(2-(pyridin-2-yl)vinyl)-1H-indazol-5-yl)urea FC=1C=C(C=C(C1)F)NC(=O)NC=1C=C2C(=NNC2=CC1)C=CC1=NC=CC=C1